BrC1=C(C=CC=C1)C1=NC(=NO1)C1=CC2=C(N(N=N2)CC2=CC=NC=C2)C=C1 5-(2-bromophenyl)-3-(1-(pyridin-4-ylmethyl)-1H-benzo[d][1,2,3]triazol-5-yl)-1,2,4-oxadiazole